ethylamino-propionic acid C(C)NC(C(=O)O)C